CC(C)(C)OC(=O)NCCC1CN(CC1)CCN ({2-[1-(2-aminoethyl)tetrahydro-1H-pyrrol-3-yl]ethyl}amino)methanoic acid-2-methylpropan-2-yl ester